CC1=CC(=CNC1=O)C(=O)OC methyl 5-methyl-6-oxo-1,6-dihydropyridine-3-carboxylate